C(C)(=O)N[C@H](C(=O)NC(C(=O)NCC=1C=C(OCCC2CN(CCC2)C(=O)OC(C)(C)C)C=CC1C)C=1C=C2C=CC=NC2=CC1)CC(=O)OC(C)(C)C tert-butyl 3-(2-(3-((2-((S)-2-acetamido-4-(tert-butoxy)-4-oxobutanamido)-2-(quinolin-6-yl)acetamido)methyl)-4-methylphenoxy)ethyl)piperidine-1-carboxylate